2-[3-[18F]Fluoro-4-(methylamino)phenyl]-1,3-benzothiazol-6-ol [18F]C=1C=C(C=CC1NC)C=1SC2=C(N1)C=CC(=C2)O